[2-(acryloyloxy)ethyl]trimethylammonium bromide [Br-].C(C=C)(=O)OCC[N+](C)(C)C